C1=CNC2=C1C1=CC=CC=C1C=C2 Naphthazole